(S)-α-ethyl-2-oxo-1-pyrrolidineacetic acid (R)-methylbenzylamine salt CNCC1=CC=CC=C1.C(C)[C@@H](C(=O)O)N1C(CCC1)=O